OC(C=1C=C(C=CC1)NC(=O)C=1N(N=C(C1)C(F)(F)F)C1=CC(=CC=C1)C#N)C=1C2=CC=CC=C2C=2C=CC=CC2C1 2-(3-cyano-phenyl)-5-trifluoromethyl-2H-pyrazole-3-carboxylic acid [3-(hydroxy-phenanthren-9-yl-methyl)-phenyl]-amide